5-[(1S,4R,5R)-5-[[5-cyclopropyl-3-(2,6-dichlorophenyl)-1,2-oxazol-4-yl]methoxy]-3-oxo-2-azabicyclo[2.2.1]heptan-2-yl]-2,3-dihydro-1H-indene-1-carboxylic acid C1(CC1)C1=C(C(=NO1)C1=C(C=CC=C1Cl)Cl)CO[C@H]1[C@@H]2C(N([C@H](C1)C2)C=2C=C1CCC(C1=CC2)C(=O)O)=O